BrC(C)C(CC1=CC=CC=C1)O 1-bromoethyl-phenethyl alcohol